FC(C=1C(=C(C=CC1)[C@@H](C)NC=1C2=C(N=C(N1)C)N=CC(=C2)C=2CCN(CC2)C)F)F (R)-N-(1-(3-(difluoromethyl)-2-fluorophenyl)ethyl)-2-methyl-6-(1-methyl-1,2,3,6-tetrahydropyridin-4-yl)pyrido[2,3-d]pyrimidin-4-amine